CC=1C=C(N=NC1N1C([C@@H]2C[C@@H]2C1)=O)[C@@H](C)N1N=CC=C1 |o1:14| 1-((R or S)-1-(5-methyl-6-((1R,5S)-2-oxo-3-azabicyclo[3.1.0]hexan-3-yl)pyridazin-3-yl)ethyl)-1H-pyrazol